3-fluoro-2,5,6-trimethylbenzoate FC=1C(=C(C(=O)[O-])C(=C(C1)C)C)C